N[C@H]1CS(C2=C(N(C1=O)CC1=CC(=C(C=C1)F)F)C=C(C(=C2)F)C=2OC(=NN2)C(C)(C)C)(=O)=O (3R)-3-amino-7-(5-tert-butyl-1,3,4-oxadiazol-2-yl)-5-[(3,4-difluorophenyl)methyl]-8-fluoro-1,1-dioxo-2,3-dihydro-1λ6,5-benzothiazepin-4-one